(S)-quinuclidin-3-yl (5-(2-chlorophenyl)-2,2-dimethyl-2,3-dihydro-1H-inden-1-yl)carbamat ClC1=C(C=CC=C1)C=1C=C2CC(C(C2=CC1)NC(O[C@@H]1CN2CCC1CC2)=O)(C)C